isopropyl-N,2-diphenyl-9H-purin-6-amine C(C)(C)N1C2=NC(=NC(=C2N=C1)NC1=CC=CC=C1)C1=CC=CC=C1